OC1CC(OC1)=O dihydro-4-hydroxyfuran-2(3H)-one